O=C1NC(CCC1N1C(C2=CC=CC(=C2C1)C=CC(=O)NC1=CC(=CC=C1)C1=CC=2[C@H]3[C@@H]([C@@H](NC2C=C1)CO)CCN3S(=O)(=O)C3=CC=C(C)C=C3)=O)=O 3-(2-(2,6-dioxopiperidin-3-yl)-1-oxoisoindolin-4-yl)-N-(3-((3aR,4R,9bR)-4-(hydroxymethyl)-1-tosyl-2,3,3a,4,5,9b-hexahydro-1H-pyrrolo[3,2-c]quinolin-8-yl)phenyl)propenamide